C(#N)C1(CC1)NS(=O)(=O)C=1C=C(C=2N(C1)C(=NC2)C=2SC(=NN2)C(F)(F)F)N2CCN(CC2)C(=O)C2CN(C2)C N-(1-cyanocyclopropyl)-8-(4-(1-methylazetidine-3-carbonyl)piperazin-1-yl)-3-(5-(trifluoromethyl)-1,3,4-thiadiazol-2-yl)imidazo[1,5-a]pyridine-6-sulfonamide